(S)-tert-Butyl ((6-(3-methylpyrrolidin-1-yl)pyridin-3-yl)methyl)carbamate C[C@@H]1CN(CC1)C1=CC=C(C=N1)CNC(OC(C)(C)C)=O